2-(2-butoxyethoxy)-ethanol acetate C(C)(=O)OCCOCCOCCCC